[Ni].C=CCCC=CCC.C=CCCC=CCC bis(octa-1,5-diene) nickel